(3R)-3-[8-[(4S)-1-[1-[1-[3-amino-6-(2-hydroxyphenyl)pyridazin-4-yl]pyrazol-4-yl]-4-piperidyl]-3,3-difluoro-4-piperidyl]-2,3-dihydro-1,4-benzoxazin-4-yl]piperidine-2,6-dione NC=1N=NC(=CC1N1N=CC(=C1)N1CCC(CC1)N1CC([C@@H](CC1)C1=CC=CC=2N(CCOC21)[C@H]2C(NC(CC2)=O)=O)(F)F)C2=C(C=CC=C2)O